O=C1N(C(C2(C1)NCCOC2)COC2CCC(CC2)C2=C(C=CC=C2F)O\C=C\C(=O)OC(C)(C)C)C(=O)[O-] oxo-1-({[(1s,4s)-4-(2-{[(1E)-3-(tert-butoxy)-3-oxoprop-1-en-1-yl]oxy}-6-fluorophenyl)cyclohexyl]oxy}methyl)-9-oxa-2,6-diazaspiro[4.5]decane-2-carboxylate